ClC=1C(=C(C(=CC1N1C[C@](CC1)(OC)CO)F)S(=O)(=O)N(C1=NC(=CC=C1)F)CC1=C(C=C(C=C1)OC)OC)F (S)-3-chloro-N-(2,4-dimethoxybenzyl)-2,6-difluoro-N-(6-fluoropyridin-2-yl)-4-(3-(hydroxymethyl)-3-methoxypyrrolidin-1-yl)benzenesulfonamide